(8R,9aS)-8-(2,3-dichloro-6-hydroxyphenyl)-2-[(2S)-2-hydroxypropanoyl]-hexahydro-1H-pyrido[1,2-a]pyrazin-4-one ClC1=C(C(=CC=C1Cl)O)[C@H]1C[C@@H]2N(C(CN(C2)C([C@H](C)O)=O)=O)CC1